2-[6-(1-aminoethyl)-4-chloropyridin-2-yl]-N-ethyl-5-fluoro-N-(isopropyl)benzamide NC(C)C1=CC(=CC(=N1)C1=C(C(=O)N(C(C)C)CC)C=C(C=C1)F)Cl